N-[(1R)-2-amino-1-methyl-ethyl]-5,6-dimethyl-pyrido[4,3-b]carbazole-9-carboxamide NC[C@@H](C)NC(=O)C1=CC=2C=3C=C4C(=C(C3N(C2C=C1)C)C)C=CN=C4